C(C)(=O)O[C@H]1[C@@H]([C@H](C(OC2=CC=C(C=C2)OC)O[C@@H]1COCC1=CC=CC=C1)N1C(C2=CC=CC=C2C1=O)=O)OCC1=CC=CC=C1 4-methoxyphenyl 4-O-acetyl-3,6-di-O-benzyl-2-deoxy-2-(1,3-dioxo-1,3-dihydro-2H-isoindol-2-yl)-D-glucopyranoside